C(C=C)(=O)N1C[C@@H](N(C[C@H]1C)C=1C2=C(N(C(N1)=O)C=1C(=NC=NC1C(C)C)C(C)C)N=C(C(=C2)F)C2=C(C=CC=C2F)N)C 4-((2s,5r)-4-propenoyl-2,5-dimethylpiperazin-1-yl)-7-(2-amino-6-fluorophenyl)-1-(4,6-diisopropylpyrimidin-5-yl)-6-fluoropyrido[2,3-d]pyrimidin-2(1H)-one